C(=O)C=1C=C(C(=O)[O-])C=CC1O 3-formyl-4-hydroxybenzoate